5-(1-hydroxyethyl)oxolane OC(C)C1CCCO1